Cyclopropyl-[3-[[5,7-difluoro-2-(4-fluorophenyl)-1H-indol-3-yl]methyl]pyrrolidin-1-yl]methanone C1(CC1)C(=O)N1CC(CC1)CC1=C(NC2=C(C=C(C=C12)F)F)C1=CC=C(C=C1)F